ClC=1C=C(NC2(CCC3(C(CC4=CC=C(C=C34)OCCN3CCCC3)C3=CC(=CC=C3)OC3=CC=CC=C3)CC2)C(=O)O)C=CC1 (1r,4r)-4-(3-chloroanilino)-2'-(3-phenoxyphenyl)-6'-[2-(pyrrolidin-1-yl)ethoxy]-2',3'-dihydrospiro[cyclohexane-1,1'-indene]-4-carboxylic acid